Chlorobuta-dien ClC=CC=C